BrC=1C=C2C(CC3(OC2=CC1)CN(C3)C(=O)OC(C)(C)C)=O tert-butyl 6'-bromo-4'-oxospiro(azetidine-3,2'-chroman)-1-carboxylate